3,5-Bis((E)-2-fluorobenzylidene)piperidin-4-one FC1=C(\C=C\2/CNC\C(\C2=O)=C/C2=C(C=CC=C2)F)C=CC=C1